OCC=1SC=CC1CC(=O)N (2-(hydroxymethyl)thiophen-3-yl)acetamide